2-chlorophenanthrenecarbamic acid (S)-tetrahydrofuran-3-yl ester O1C[C@H](CC1)OC(NC1=C(C=CC=2C3=CC=CC=C3C=CC12)Cl)=O